FC=1C(=CC=C(C(=O)O)C1)C(F)(F)F 5-fluoro-4-(trifluoromethyl)benzoic acid